2-(2-Phenylethyl)chromone C1(=CC=CC=C1)CCC=1OC2=CC=CC=C2C(C1)=O